C(C)OCOC1=C(C(=CC(=C1)C(F)(F)F)C)C1=CC2=C(N=N1)N(CCC2)[C@H]2CN(CC[C@H]2O)C(=O)OC(C)(C)C tert-butyl (3S,4R)-3-(3-(2-(ethoxymethoxy)-6-methyl-4-(trifluoromethyl)phenyl)-6,7-dihydropyrido[2,3-c]pyridazin-8(5H)-yl)-4-hydroxy-piperidine-1-carboxylate